1,5-O-dinonanoyl-sorbitol C(CCCCCCCC)(=O)C(O)[C@H](O)[C@@H](O)[C@H](O)[C@H](OC(CCCCCCCC)=O)CO